N1(CCCC1)CCOC(=O)C1=C(C=C(C=C1)C1=CC(=C(C=C1)F)F)N1C(C2=CC(=CC=C2C1)C=1N=NNC1)=O 3',4'-Difluoro-3-[1-oxo-6-(1H-[1,2,3]triazol-4-yl)-1,3-dihydroisoindol-2-yl]biphenyl-4-carboxylic acid 2-pyrrolidin-1-yl-ethyl ester